4-[(14-amino-3,6,9,12-tetraoxatetradecan-1-yl)carbamoyl]-2-[4,7,10-tris(carboxymethyl)-1,4,7,10-tetraazacyclododecan-1-yl]Butyric acid hydrochloride Cl.NCCOCCOCCOCCOCCNC(=O)CCC(C(=O)O)N1CCN(CCN(CCN(CC1)CC(=O)O)CC(=O)O)CC(=O)O